FC(OC=1C=C(C=O)C=CC1)(F)F M-trifluoromethoxybenzaldehyde